tert-butyl (2-(6-bromo-1-(2-(dimethylamino)-2-oxoethyl)-1H-indol-3-yl)ethyl)(N,N-dimethylsulfamoyl)carbamate BrC1=CC=C2C(=CN(C2=C1)CC(=O)N(C)C)CCN(C(OC(C)(C)C)=O)S(N(C)C)(=O)=O